Bismuth nitrate salt [N+](=O)([O-])[O-].[Bi+3].[N+](=O)([O-])[O-].[N+](=O)([O-])[O-]